FC1=C(CC2=NC3=C(N2CC2(CC2)CF)C=C(C=C3F)C(=O)O)C=C(C(=C1)C1=NC(=CC=C1)OCC=1SC(=CN1)C(F)(F)F)F 2-(2,5-difluoro-4-(6-((5-(trifluoromethyl)thiazol-2-yl)methoxy)pyridin-2-yl)benzyl)-4-fluoro-1-((1-(fluoromethyl)cyclopropyl)methyl)-1H-benzo[d]imidazole-6-carboxylic acid